BrC=1C=CC(=C(C(=O)N(C)OC)C1)OC(F)(F)F 5-bromo-N-methoxy-N-methyl-2-(trifluoromethoxy)benzamide